3-((9-(octyloxy)-9-oxononyl)amino)butanoic acid C(CCCCCCC)OC(CCCCCCCCNC(CC(=O)O)C)=O